C1(=CC=CC=C1)CCCCCC=1C=C(C(=C(C(=O)O)C1)O)O 5-(5-phenylpentyl)-dihydroxybenzoic acid